C1(CCCCC1)CNC1(CC1)C=1C=CC=2N(C1)C=C(N2)CNC(=O)C=2N=C1N(C(C2)=O)C=CC=C1 N-[(6-{1-[(cyclohexylmethyl)amino]cyclopropyl}imidazo[1,2-a]pyridin-2-yl)methyl]-4-oxo-4H-pyrido[1,2-a]pyrimidine-2-carboxamide